6-methyl-4-(4-nitrophenyl)-2-oxo-1,2-dihydropyridine-3-carbonitrile CC1=CC(=C(C(N1)=O)C#N)C1=CC=C(C=C1)[N+](=O)[O-]